C1(CC1)CN1C(NCC12CCC(CC2)(C2=CC=CC=C2)N(C)C)=O CIS-1-(Cyclopropyl-methyl)-8-dimethylamino-8-phenyl-1,3-diazaspiro[4.5]decan-2-one